ClC1=C(C2=C(C=CC=C2C=C1O)C#C)C1=C(C=C2C(=NC(=NC2=C1F)OCC1(C(C1)(F)F)CN(C)C)N1CCOCC(C1)(O)C)F 4-(7-(2-chloro-8-ethynyl-3-hydroxynaphthalen-1-yl)-2-((1-((dimethylamino)methyl)-2,2-Difluorocyclopropyl)methoxy)-6,8-difluoroquinazolin-4-yl)-6-methyl-1,4-oxaazepan-6-ol